(3R)-3-(dimethylamino)tetrahydropyrrole CN([C@H]1CNCC1)C